(3-aminopropyl)(methyl)(diethoxy)silane NCCC[Si](OCC)(OCC)C